thiotosylate S(=S)(=O)([O-])C1=CC=C(C)C=C1